ethyl 4-(3-{2-chloro-4-[(5-chloro-3-fluoropyridin-2-yl) oxy] phenyl} phenyl)-3-oxobutanoate ClC1=C(C=CC(=C1)OC1=NC=C(C=C1F)Cl)C=1C=C(C=CC1)CC(CC(=O)OCC)=O